methyl 4-(tert-butoxycarbonylamino)-3-iodo-benzoate C(C)(C)(C)OC(=O)NC1=C(C=C(C(=O)OC)C=C1)I